C1=CC=CC=2C3=CC=CC=C3C(C12)COC(=O)N1[C@H](C[C@@H](C1)C1=NN=NN1C(C1=CC=CC=C1)(C1=CC=CC=C1)C1=CC=CC=C1)C(=O)O (2R,4S)-1-(((9H-fluoren-9-yl)methoxy)carbonyl)-4-(1-trityl-1H-tetrazol-5-yl)pyrrolidine-2-carboxylic acid